FC(C=1N=CC=2N(C1)C(=CN2)C2=NC=CC(=N2)C=2C=C(CS(=O)(C)=N)C=CC2)F (3-(2-(6-(difluoromethyl)imidazo[1,2-a]pyrazin-3-yl)pyrimidin-4-yl)benzyl)(imino)(methyl)-λ6-sulfanone